BrC1=NN2C(NC3=C(C2=O)C2(CCN(CC2)C(=O)OC(C)(C)C)CC3C)=N1 tert-butyl 2-bromo-5-methyl-8-oxo-4,5,6,8-tetrahydrospiro[cyclopenta[d][1,2,4]triazolo[1,5-a]pyrimidine-7,4'-piperidine]-1'-carboxylate